C1(=CC=CC=C1)C1(C2=CC=CC=C2C=2C=CC(=CC12)NC1=CC=C(C(=C1)C1=CC=CC=C1)C1=CC(=CC=C1)C1=CC=CC=C1)C1=CC=CC=C1 N-(9,9-diphenylfluoren-2-yl)-N-(6-phenyl-1,1':3',1''-terphenyl-4-yl)amine